tert-butyl(4-((5,6-dimethyl-6H-pyrido[4,3-b]carbazol-9-yl)oxy)-2-methylbutan-2-yl)-carbamate C(C)(C)(C)OC(NC(C)(CCOC1=CC=2C=3C=C4C(=C(C3N(C2C=C1)C)C)C=CN=C4)C)=O